4-Fluoro-1-methoxy-2-(methyl-d3)benzene FC1=CC(=C(C=C1)OC)C([2H])([2H])[2H]